di-tert-butyl (2S)-2-({[(2S)-6-{[(2S)-2-amino-3-(quinolin-6-yl)propanoyl]amino}-1-tert-butoxy-1-oxohexan-2-yl]carbamoyl}amino)pentanedioate N[C@H](C(=O)NCCCC[C@@H](C(=O)OC(C)(C)C)NC(=O)N[C@H](C(=O)OC(C)(C)C)CCC(=O)OC(C)(C)C)CC=1C=C2C=CC=NC2=CC1